Cl.CN1C(=NC=2CNCCC21)C(=O)OC methyl 1-methyl-4,5,6,7-tetrahydro-1H-imidazo[4,5-c]pyridine-2-carboxylate hydrochloride salt